(S)-3-bromo-5-fluoro-2-(4-fluorophenyl)-5,6-dihydro-4H-pyrrolo[1,2-b]pyrazole BrC1=C2N(N=C1C1=CC=C(C=C1)F)C[C@H](C2)F